Rel-5-[[2-[(2R,5S)-5-methyl-2-[2-(trifluoromethyl)-1,3-Benzothiazol-5-Yl]-1-piperidyl]-2-oxo-acetyl]amino]pyridine-3-carboxamide C[C@H]1CC[C@@H](N(C1)C(C(=O)NC=1C=C(C=NC1)C(=O)N)=O)C=1C=CC2=C(N=C(S2)C(F)(F)F)C1 |o1:1,4|